7-chloro-3-(2-methoxy-2-oxoethyl)imidazo[1,2-a]pyridine-2-carboxylic acid methyl ester COC(=O)C=1N=C2N(C=CC(=C2)Cl)C1CC(=O)OC